4-[(7-nitroquinolin-4-yl)amino]Benzamide [N+](=O)([O-])C1=CC=C2C(=CC=NC2=C1)NC1=CC=C(C(=O)N)C=C1